1-methyl-3-({[(3S)-1-(5-methyl-1,3,4-oxadiazol-2-yl)piperidin-3-yl][(2-methylpyridin-4-yl)methyl]amino}methyl)-1,4-dihydroquinolin-4-one CN1C=C(C(C2=CC=CC=C12)=O)CN(CC1=CC(=NC=C1)C)[C@@H]1CN(CCC1)C=1OC(=NN1)C